6-fluoro-5-(((1-((5-fluoro-2-methyl-3-oxo-3,4-dihydroquinoxalin-6-yl)methyl)azetidin-3-yl)methyl)amino)-N-methylpicolinamide FC1=C(C=CC(=N1)C(=O)NC)NCC1CN(C1)CC=1C(=C2NC(C(=NC2=CC1)C)=O)F